FC1=C(C=CC(=C1)C(=O)N1CC(CCC1)C)C1=NC=2C=CNC(C2C(=C1)NC1=NC=C(C=C1)N1CCC(CC1)O)=O 2-[2-fluoro-4-(3-methyl-piperidine-1-carbonyl)phenyl]-4-[[5-(4-hydroxy-1-piperidyl)-2-pyridyl]amino]-6H-1,6-naphthyridin-5-one